C1(CC1)N1N=CC(=C1)NC1=NC=C(C(=N1)C1=CC(=C(OCC2(CC2)C#N)C(=C1)F)F)C ((4-(2-((1-cyclopropyl-1H-pyrazol-4-yl)amino)-5-methylpyrimidin-4-yl)-2,6-difluorophenoxy)methyl)cyclopropanecarbonitrile